FC(C(C1=CC(=NO1)C1=CC=CC=C1)(F)F)(C(F)(F)F)F 5-(heptafluoropropyl)-3-phenylisoxazole